isopropyl {(S)-1-[(1R)-1-(6-fluorobenzothiazol-2-yl)-ethylcarbamoyl]-2-methylpropyl}carbamate FC1=CC2=C(N=C(S2)[C@@H](C)NC(=O)[C@H](C(C)C)NC(OC(C)C)=O)C=C1